N(=[N+]=[N-])CCOCCOCCN1CCN(CC1)C(=O)OC(C)(C)C tert-Butyl 4-(2-(2-(2-azidoethoxy)ethoxy)ethyl)piperazine-1-carboxylate